5-amino-3-methylisothiazole-4-carbonitrile NC1=C(C(=NS1)C)C#N